fluoren-4(5H)-one sesquihydrate O.C=1C=CC(C2=C3CC=CC=C3CC12)=O.O.O.C=1C=CC(C2=C3CC=CC=C3CC12)=O